CC=1C(=C(C(=O)O)C=CC1)C1NCCN(C1)C1=CC=CC=C1 methyl-(4-phenylpiperazin-2-yl)benzoic acid